(R)-2-(4-(3-(benzo[b]thiophen-3-yl)-5-methyl-1H-pyrazol-1-yl)-6-morpholinopyrimidin-2-yl)-2-methoxyethan-1-ol S1C2=C(C(=C1)C1=NN(C(=C1)C)C1=NC(=NC(=C1)N1CCOCC1)[C@H](CO)OC)C=CC=C2